1-(methanesulfonylmethoxy)-4-nitrobenzene CS(=O)(=O)COC1=CC=C(C=C1)[N+](=O)[O-]